C(C1=CC=CC=C1)C1=C(C=CC(=C1)Cl)S(=O)(=O)N benzyl-4-chlorobenzenesulfonamide